C1(=CC=CC=C1)NC1(N2C(C=3C=CC(=CC3C1)C(F)(F)F)=C1C=CC=CC1=N2)C(F)(F)F N-Phenyl-3,6-bis(trifluoromethyl)-5,6-dihydroindazolo[3,2-a]isoquinolin-6-amine